ethyl 2-[1-(4-methyl-1,3-thiazol-2-yl)-1H-pyrazol-4-yl]acetate CC=1N=C(SC1)N1N=CC(=C1)CC(=O)OCC